S1C(=NC2=C1C=CC=C2)COC2=C(C=C(N)C=C2)C 4-(benzo[d]thiazol-2-ylmethoxy)-3-methylaniline